(S)-2-(6-chloro-2-(2,6-dimethylpyrimidine-4-carbonyl)-1,2,3,4-tetraHydroisoquinolin-8-yl)pyrrolidine-1-carboxylate ClC=1C=C2CCN(CC2=C(C1)[C@H]1N(CCC1)C(=O)[O-])C(=O)C1=NC(=NC(=C1)C)C